6-(2-amino-6-fluoro-5-(4-(4-(2,2,2-trifluoroethyl)piperazin-1-yl)-3-(trifluoromethyl)phenyl)pyridin-3-yl)-3,4-dihydroisoquinolin-1(2H)-one NC1=NC(=C(C=C1C=1C=C2CCNC(C2=CC1)=O)C1=CC(=C(C=C1)N1CCN(CC1)CC(F)(F)F)C(F)(F)F)F